(S)-N-((S)-1-cyano-2-(2-fluoro-4-(3-methyl-2-oxo-2,3-dihydrobenzo[d]oxazol-5-yl)phenyl)ethyl)-1,4-oxaazepane-2-carboxamide C(#N)[C@H](CC1=C(C=C(C=C1)C=1C=CC2=C(N(C(O2)=O)C)C1)F)NC(=O)[C@H]1OCCCNC1